6-(3-benzhydrylazetidine-1-carbonyl)-4H-1,4-benzoxazin-3-one C(C1=CC=CC=C1)(C1=CC=CC=C1)C1CN(C1)C(=O)C=1C=CC2=C(NC(CO2)=O)C1